Cl.FC(OC1=C(C=CC=C1)NN)(F)F (2-(trifluoromethoxy)phenyl)hydrazine hydrogen chloride